CSCCCO 3-(methylthio)-1-propanol